(R)-9-[2-(docosanoyloxymethyl)-4-(L-valyloxy)butyl]guanine C(CCCCCCCCCCCCCCCCCCCCC)(=O)OC[C@@H](CN1C=2N=C(NC(C2N=C1)=O)N)CCOC([C@@H](N)C(C)C)=O